ClC1=C(OCC(=O)C2=CC(=C(C=C2)C2=NOC(=N2)C(F)(F)F)F)C(=CC=C1)Cl 2-(2,6-Dichlorophenoxy)-1-(3-fluoro-4-(5-(trifluoromethyl)-1,2,4-oxadiazol-3-yl)phenyl)ethan-1-on